1-{6-[3-(2-hydroxyphenyl)cinnolin-7-yl]-2-azaspiro[3.3]heptane-2-yl}ethanone OC1=C(C=CC=C1)C=1N=NC2=CC(=CC=C2C1)C1CC2(CN(C2)C(C)=O)C1